ClCC1=CC=C(C=C1)C(C(=O)O)C 2-(4-chloromethylphenyl)propionic acid